C(CCC)[Bi]CCCC dibutyl-bismuth